glycerol monocaprylate (Glyceryl-monoCaprylate) C(C(O)CO)CCCCCCCC(=O)OC(COC(CCCCCCC)=O)CO